dipropyl-2,5-pyridinedicarboxylate C(CC)OC(=O)C1=NC=C(C=C1)C(=O)OCCC